ClC=1C=CC2=C(CCCN(S2(=O)=O)[C@@H](C(C)C2=C(C(=CC=C2F)C)C)N2C(OC=N2)=O)C1 ((1S)-1-(7-chloro-1,1-dioxido-4,5-dihydrobenzo[f][1,2]thiazepine-2(3H)-yl)-2-(6-fluoro-2,3-dimethylphenyl)propyl)-1,3,4-oxadiazol-2(3H)-one